CNC([C@@H](O)C1=CC=CC=C1)C (S)-2-(methylamino)-1-phenylpropan-1-ol